(3,5-difluorobenzyl)-N-hydroxy-2,2-dimethylbutanamide FC=1C=C(CC(C(C(=O)NO)(C)C)C)C=C(C1)F